O=C(CCCCCCCCC(COC(=O)C1CCN(CC1)C)CCCCCCCCCC)OCCC(CCCCC)CCCCC 2-{9-Oxo-9-[(3-pentyloctyl)oxy]nonyl}dodecyl-1-methylpiperidin-4-carboxylat